ClC1=C(C=C(CNC(C(C)C)=O)C=C1)C=1NC(C=C(N1)C=1C=NC(=CC1)OCC(F)F)=O N-(4-chloro-3-{4-[6-(2,2-difluoroethoxy)pyridin-3-yl]-6-oxo-1,6-dihydropyrimidin-2-yl}benzyl)isobutyramide